ClC1=NC=C2NC(N(C2=N1)CC1=CC=C(C=C1)O)=O 2-chloro-9-(4-hydroxybenzyl)-7,9-dihydro-8H-purin-8-one